Cl.N[C@@H](CO)C1CC1 |r| (2RS)-2-amino-2-cyclopropylethanol hydrochloride